4-isocyanato-8-methyl-1,2,3,5,6,7-hexahydro-s-indacene N(=C=O)C1=C2CCCC2=C(C=2CCCC12)C